CSCCNC=1C=NON1 4-((2-(methylthio)ethyl)amino)-1,2,5-oxadiazole